NC(CC)(P(O)(O)=O)P(O)(O)=O (1-aminopropane-1,1-diyl)diphosphonic acid